fluoro-2-methylpyridin FC=1C(=NC=CC1)C